OC(CCC(=O)NC(P(OCC)(OCC)=O)P(OCC)(OCC)=O)C(C)(C)C tetraethyl ((4-hydroxy-5,5-dimethylhexanamido)methylene)bis(phosphonate)